FC=1C=C(C=C(C1)F)[C@@H]1CCN2N1C(C1(C2)CCN(CC1)C=1C=2N(C=CN1)N=CC2)=O (S)-7'-(3,5-difluorophenyl)-1-(pyrazolo[1,5-a]pyrazin-4-yl)dihydro-1'H,3'H,5'H-spiro[piperidine-4,2'-pyrazolo[1,2-a]pyrazol]-1'-one